3-chloro-N-(4-cyano-2,6-diisopropylphenyl-carbamoyl)-5-(2-hydroxypropan-2-yl)benzenesulfonamide ClC=1C=C(C=C(C1)C(C)(C)O)S(=O)(=O)NC(NC1=C(C=C(C=C1C(C)C)C#N)C(C)C)=O